C(CC)OC1C(=O)NC(C1)=O propyl-oxysuccinimide